ClC1=C2C(=NC=N1)N(N=C2)C2=C(C=C(C=C2)F)OC2CC2 4-chloro-1-[2-(cyclopropoxy)-4-fluoro-phenyl]pyrazolo[3,4-d]pyrimidine